((1R,3R)-3-aminocyclobutyl)(4-(5-(trifluoromethyl)pyridin-2-yl)piperazin-1-yl)methanone hydrochloride Cl.NC1CC(C1)C(=O)N1CCN(CC1)C1=NC=C(C=C1)C(F)(F)F